N,N-di-tert-butylamine C(C)(C)(C)NC(C)(C)C